4-(1-(6-((Ethylamino)methyl)-2-methylpyridin-3-yl)-1H-pyrazol-4-yl)-N-(1-((1-methyl-1H-imidazol-4-yl)sulfonyl)piperidin-4-yl)-5-(trifluoromethyl)pyrimidin-2-amine C(C)NCC1=CC=C(C(=N1)C)N1N=CC(=C1)C1=NC(=NC=C1C(F)(F)F)NC1CCN(CC1)S(=O)(=O)C=1N=CN(C1)C